Cl.Cl.NC1CCC(CC1)NC1=CC(N(C2=CC=C(C=C12)N1C=NC=C1)C)=O 4-(((1r,4r)-4-aminocyclohexyl)amino)-6-(1H-imidazol-1-yl)-1-methylquinolin-2(1H)-one di-hydrochloride